(R)-N-(2-(1-cyclopropyl-2-hydroxy-2-methylpropyl)-3-oxoisoindolin-4-yl)pyrazolo[1,5-a]pyridine-4-carboxamide C1(CC1)[C@H](C(C)(C)O)N1CC2=CC=CC(=C2C1=O)NC(=O)C=1C=2N(C=CC1)N=CC2